FC1(CC(CC1)C(C(=O)NC1=NC(=NS1)C(C)C)C1=CC=C(C=C1)C=1N=NN(N1)C)F 2-(3,3-Difluorocyclopentyl)-N-(3-isopropyl-1,2,4-thiadiazol-5-yl)-2-(4-(2-methyl-2H-tetrazol-5-yl)phenyl)acetamide